C(C)(C)NC1(CN(CC1)C1=CC=C(N=N1)C1=C(C=C(C=C1)C1=CN=NC(=C1)OC)O)C 2-{6-[3-(isopropylamino)-3-methylpyrrolidin-1-yl]pyridazin-3-yl}-5-(6-methoxypyridazin-4-yl)phenol